(1S,3aR,6aS)-N-((S)-1-Cyano-2-((S)-2-oxopyrrolidin-3-yl)ethyl)-4,4-difluoro-2-(9-hydroxy-9H-fluorene-9-carbonyl)octahydrocyclopenta[c]pyrrole-1-carboxamide C(#N)[C@H](C[C@H]1C(NCC1)=O)NC(=O)[C@H]1N(C[C@H]2[C@@H]1CCC2(F)F)C(=O)C2(C1=CC=CC=C1C=1C=CC=CC21)O